α-aspartylphenylalanine N[C@@H](CC(O)=O)C(=O)N[C@@H](CC1=CC=CC=C1)C(=O)O